NC(C)(C)C1=NC(=CC(=C1)OC1[C@@H]2CN(C[C@H]12)C(=O)C1=C(N=C(S1)C1=NC=CC=N1)C)C1=CC=C(C=C1)F ((1R,5S,6s)-6-((2-(2-aminopropan-2-yl)-6-(4-fluorophenyl)pyridin-4-yl)oxy)-3-azabicyclo[3.1.0]hexan-3-yl)(4-methyl-2-(pyrimidin-2-yl)thiazol-5-yl)methanone